4,4'-biphenyltricarboxylic acid C=1(C(=C(C(=CC1)C1=CC=CC=C1)C(=O)O)C(=O)O)C(=O)O